2-(Difluoromethoxy)-4-[6-[2-[2-(dimethylamino)-2-oxo-ethoxy]-1,1-dimethyl-ethyl]pyrazolo[1,5-a]pyridin-3-yl]-N-[(1R,2S)-2-fluorocyclopropyl]-6-methoxy-benzamide FC(OC1=C(C(=O)N[C@H]2[C@H](C2)F)C(=CC(=C1)C=1C=NN2C1C=CC(=C2)C(COCC(=O)N(C)C)(C)C)OC)F